8-Oxa-2-aza-spiro[4.5]decane-2-carboxylic acid {4-methoxy-7-[3-(pyridin-3-yloxy)-phenyl]-thiazolo[4,5-c]pyridin-2-yl}-amide COC1=NC=C(C2=C1N=C(S2)NC(=O)N2CC1(CC2)CCOCC1)C1=CC(=CC=C1)OC=1C=NC=CC1